(R)-6-(2,8-dimethylimidazo[1,2-b]pyridazin-6-yl)-8-methyl-2-(4-azaspiro[2.5]octan-7-yl)isoquinolin-1(2H)-one CC=1N=C2N(N=C(C=C2C)C=2C=C3C=CN(C(C3=C(C2)C)=O)[C@@H]2CCNC3(CC3)C2)C1